NC1=NNC=C1 3-aminopyrazole